((R)-7-Benzyloxy-2,3-dihydro-benzo[1,4]dioxin-2-ylmethyl)-(1-benzyl-piperidin-4-ylmethyl)-amine C(C1=CC=CC=C1)OC=1C=CC2=C(O[C@@H](CO2)CNCC2CCN(CC2)CC2=CC=CC=C2)C1